2,2-Dibromo-3-nitrylpropionamid BrC(C(=O)N)(C[N+](=O)[O-])Br